5-(3-ethylsulfinyl-2-pyridyl)-1-(2,2,3,3,3-pentafluoropropyl)pyrrolo[2,3-c]pyridine C(C)S(=O)C=1C(=NC=CC1)C=1C=C2C(=CN1)N(C=C2)CC(C(F)(F)F)(F)F